FC=1C(=C(C=O)C=C(C1)C(=O)N1C(CSCC1)C1=CC=C(C=C1)N1CCCC1)O 3-fluoro-2-hydroxy-5-(3-(4-(pyrrolidin-1-yl)phenyl)thiomorpholine-4-carbonyl)benzaldehyde